The molecule is a 18-HETE(1-) that is the conjugate base of 18(R)-HETE, obtained by deprotonation of the carboxy group; major species at pH 7.3. It has a role as a human xenobiotic metabolite. It is a conjugate base of a 18(R)-HETE. CC[C@H](CC/C=C\\C/C=C\\C/C=C\\C/C=C\\CCCC(=O)[O-])O